ClC1=CC=2N(C=C1)C(=CN2)C(=O)NC2=C(C(=CC(=C2)C2=NOC(=N2)[C@@H]2[C@H](C2)F)F)C 7-chloro-N-(3-fluoro-5-(5-((1r,2s)-2-fluorocyclopropyl)-1,2,4-oxadiazol-3-yl)-2-methylphenyl)imidazo[1,2-a]pyridine-3-carboxamide